FC(OC1=CC=C(C=C1)C1=CC=C(C=C1)NC=1N=NNC1C(=O)OC)(F)F methyl 4-((4'-(trifluoromethoxy)-[1,1'-biphenyl]-4-yl)amino)-1H-1,2,3-triazole-5-carboxylate